CC1=C(C=C(O1)C(=O)NC1=NC(=NS1)CC(C)=O)C1=CC(=CC=C1)OC 5-methyl-4-(3-methoxyphenyl)-N-(3-(2-oxopropyl)-1,2,4-thiadiazol-5-yl)furan-2-carboxamide